C(C)(C)(C)OC(=O)N1CCN(CC1)C1=NC=NC=C1C=O 4-(5-formylpyrimidin-4-yl)piperazine-1-carboxylic acid tert-butyl ester